N-(2-(7-hydroxy-3-methyl-naphthalen-1-yl)ethyl)acetamide OC1=CC=C2C=C(C=C(C2=C1)CCNC(C)=O)C